2-fluoro-4-(1H-pyrazol-3-yloxy)aniline FC1=C(N)C=CC(=C1)OC1=NNC=C1